N-{[3-(4-{[(3S,4R)-3-fluoro-1-methylpiperidin-4-yl]amino}-1-(2,2,2-trifluoroethyl)-1H-indol-2-yl)-1,2,4-oxadiazol-5-yl]methyl}pyridine-3-carboxamide F[C@H]1CN(CC[C@H]1NC1=C2C=C(N(C2=CC=C1)CC(F)(F)F)C1=NOC(=N1)CNC(=O)C=1C=NC=CC1)C